(E)-(2,6-dimethoxy-4-(2-nitrobut-1-en-1-yl)phenyl)(4-fluorobutyl)sulfane COC1=C(C(=CC(=C1)\C=C(/CC)\[N+](=O)[O-])OC)SCCCCF